1-(2-Methoxy-ethyl)-1H-[1,2,3]triazole-4-carboxylic acid [4-methoxy-7-(tetrahydropyran-4-yl)-thiazolo[4,5-c]pyridin-2-yl]-amide COC1=NC=C(C2=C1N=C(S2)NC(=O)C=2N=NN(C2)CCOC)C2CCOCC2